CC1=CC2=C(N=C(O2)N(C)C)C=C1 6-methyl-N,N-dimethylbenzoxazole-2-amine